5-((1S,2S)-2-(6-(2,4-dimethoxypyrimidin-5-yl)imidazo[1,2-b]pyridazin-8-yl)cyclopropyl)-3-(trifluoromethyl)benzo[d]isoxazole COC1=NC=C(C(=N1)OC)C=1C=C(C=2N(N1)C=CN2)[C@@H]2[C@H](C2)C=2C=CC1=C(C(=NO1)C(F)(F)F)C2